C1(=CC=CC=C1)N1C=NC(=C1)NC=1C2=C(N=C(N1)N1C(CCC1)C1=NC=CC=C1)C=CO2 N-(1-phenyl-1H-imidazol-4-yl)-2-(2-(pyridin-2-yl)pyrrolidin-1-yl)furo[3,2-d]pyrimidin-4-amine